2-({7-amino-4-[1-(2-methoxyethyl)-1H-indazol-6-yl]-1-oxo-2,3-dihydro-1H-isoindol-2-yl}methyl)prop-2-enenitrile NC=1C=CC(=C2CN(C(C12)=O)CC(C#N)=C)C1=CC=C2C=NN(C2=C1)CCOC